NC=1C2=C(N=CN1)N(C(=C2C2=CC=C(C=C2)OC2=NC(=CC=C2)C)C#CC2(CN(C2)C2C[C@H](N(CC2)C(C=C)=O)CO)F)C 1-((2S)-4-(3-((4-amino-7-methyl-5-(4-((6-methylpyridin-2-yl)oxy)phenyl)-7H-pyrrolo[2,3-d]pyrimidin-6-yl)ethynyl)-3-fluoroazetidin-1-yl)-2-(hydroxymethyl)piperidin-1-yl)prop-2-en-1-one